C1=C(C=CC2=CC=CC=C12)C(=O)C1=CC(=C(C(=C1)C(C)(C)C)O)C(C)(C)C (3,5-di-tert-butyl-4-hydroxyphenyl) (naphthalene-2-yl) ketone